BrC=1C=C(C(=NC1)N1CCN(CCC1)C)NS(=O)(=O)C1=CC=CC=C1 N-(5-Bromo-2-(4-methyl-1,4-diazepan-1-yl)pyridin-3-yl)benzene-sulfonamide